[Na+].CN1C=2C(NC(=NC2NC[C@@H]1CNC1=CC=C(C(N[C@@H](CCC(=O)[O-])C(=O)O)=O)C=C1)N)=O (6S)-5-methyltetrahydrofolic acid monosodium salt